tert-butyl (4S)-4-(3-methylsulfonyloxypropyl)-2,2-bis(trideuteriomethyl)pyrrolidine-1-carboxylate CS(=O)(=O)OCCC[C@H]1CC(N(C1)C(=O)OC(C)(C)C)(C([2H])([2H])[2H])C([2H])([2H])[2H]